Cl.C1(CCC1)N1C2C3=CC=CC=C3C1CC(C2)C 12-Cyclobutyl-10-methyl-12-azatricyclo[6.3.1.02,7]dodeca-2,4,6-triene hydrochloride